6-fluoro-N-(2,4-difluorobenzyl)-4-hydroxyspiro[chromane-2,4'-piperidine]-1'-carboxamide FC=1C=C2C(CC3(CCN(CC3)C(=O)NCC3=C(C=C(C=C3)F)F)OC2=CC1)O